1-(4-(3,5-difluorobenzyl)-2-methyl-3-oxo-3,4-dihydro-2H-benzo[b][1,4]thiazin-6-yl)-3-(1H-indol-3-yl)urea FC=1C=C(CN2C3=C(SC(C2=O)C)C=CC(=C3)NC(=O)NC3=CNC2=CC=CC=C32)C=C(C1)F